C=1N=CN2C1C=CC=C2COC2=C(C=O)C=C(C=C2)OC 2-(imidazo[1,5-a]pyridin-5-ylmethoxy)-5-methoxybenzaldehyde